C(CCCCCCCC=CCC=CCC=CCCCC)O 9,12,15-eicosatrienyl alcohol